C[Si](N1C=CN(C=C1)[Si](C)(C)C)(C)C 1,4-bis-(trimethylsilyl)-1,4-diaza-2,5-cyclohexadiene